stearyl-behenyl-amide C(CCCCCCCCCCCCCCCCC)[N-]CCCCCCCCCCCCCCCCCCCCCC